O1N=C(C2=C1C=CC=C2)C(C)O 1-(1,2-benzoxazol-3-yl)ethan-1-ol